3-(tert-butyl)-6-fluoro-1,2,3,4-tetrahydroquinoline C(C)(C)(C)C1CNC2=CC=C(C=C2C1)F